CC1(NN(C(=C1)C(=O)N)[C@H](C)C1=CC=CC=C1)C(=O)N 3-methyl-1-((R)-1-phenylethyl)-1H-pyrazole-3,5-dicarboxamide